BrC1=CC=C(C(=N1)C(=O)NC=1C=NC=CC1)C 6-bromo-3-methyl-N-(pyridin-3-yl)pyridine-2-carboxamide